tert-butyl (2S,6S)-4-{2-[6-(methoxymethoxy)-2,7-dimethylindazol-5-yl]-4-(methylcarbamoyl)quinazolin-6-yl}-2,6-dimethylpiperazine-1-carboxylate COCOC=1C(=CC2=CN(N=C2C1C)C)C1=NC2=CC=C(C=C2C(=N1)C(NC)=O)N1C[C@@H](N([C@H](C1)C)C(=O)OC(C)(C)C)C